[Cl-].C(C1=CC=CC=C1)OC1=NC(=CC=C1[NH3+])OCC1=CC=CC=C1 2,6-bis(benzyloxy)pyridin-3-aminium chloride